COC(C(=O)O)=O oxalic acid methyl ester